C1N(CCC2=CC=CC=C12)C[C@H](CN1C(C2=CC=C(C=C2CC1)C=1C=NC(=CC1)F)=O)O 2-[(2R)-3-(3,4-dihydro-1H-isoquinolin-2-yl)-2-hydroxy-propyl]-6-(6-fluoro-3-pyridyl)-3,4-dihydroisoquinolin-1-one